NC[C@H]1CN(C[C@@H](O1)CN)C(=O)NC1CCC(CC1)C(F)(F)C1=CC(=NC(=C1)Cl)N1CCN(CC1)S(=O)(=O)C1=CC=C(C=C1)N1C(C[C@H](C1)N)=O (2S,6S)-2,6-bis(aminomethyl)-N-[4-[[2-[4-[4-[(4R)-4-amino-2-oxo-pyrrolidin-1-yl]phenyl]sulfonylpiperazin-1-yl]-6-chloro-4-pyridyl]-difluoro-methyl]cyclohexyl]morpholine-4-carboxamide